C(C1=CC=CC=C1)N(CC[C@@H](C(=O)O)NC1=NC=NC2=CC=CC=C12)CCCCC1=NC=2NCCCC2C=C1 (S)-4-(benzyl-(4-(5,6,7,8-tetrahydro-1,8-naphthyridin-2-yl)butyl)amino)-2-(quinazolin-4-ylamino)butanoic acid